C(CCCCCCC\C=C/CC=CCCCCC)OCC(CO)C 2-{[(9Z,2Z)-octadeca-9,12-dien-1-yloxy]methyl}propan-1-ol